FC1=C(C(=C(C=C1C1=NN(C2=CC(=CC=C12)N1C2(CC2)COCC1)C)C(F)(F)F)F)O 2,6-Difluoro-3-(1-methyl-6-(7-oxa-4-azaspiro[2.5]octan-4-yl)-1H-indazol-3-yl)-5-(trifluoromethyl)phenol